1-((3R,4S)-4-((5-(1-(3,3-difluoropropyl)-1H-benzo[d][1,2,3]triazol-6-yl)-4-methoxypyrrolo[2,1-f][1,2,4]triazin-2-yl)amino)-3-fluoropiperidin-1-yl)-2-hydroxyethan-1-one FC(CCN1N=NC2=C1C=C(C=C2)C=2C=CN1N=C(N=C(C12)OC)N[C@@H]1[C@@H](CN(CC1)C(CO)=O)F)F